FC1=C(C=CC2=C1OCCCC2=O)O 9-fluoro-8-hydroxy-3,4-dihydrobenzo[b]oxepin-5(2H)-one